BrC1=C(C=C(C(=C1F)Br)F)F 2,4-dibromo-1,3,5-trifluorobenzene